FC(C(=O)O)(F)F.ClC1=CC=C(C[C@@H]2N(C[C@H]3N(C2)C[C@@H](C3)O)C3CCN(CC3)C3=NC=CC=C3)C=C1 (3S,7R,8aS)-3-(4-chlorobenzyl)-2-(1-(pyridin-2-yl)piperidin-4-yl)octahydropyrrolo[1,2-a]pyrazin-7-ol 2,2,2-trifluoroacetate